O1C2=C(OCC1)C=C(C=C2)C2N(CCC2)CC2=C(C=CC=C2C)C2=CC=NC=C2 4-((2-(2,3-dihydrobenzo[b][1,4]dioxin-6-yl)pyrrolidin-1-ylmethyl)-3-methylphenyl)pyridine